C(#N)[C@@H]1[C@@H](C1)C=1C(=CC(=NC1)NC(C)=O)NC1=NC(=NC(=C1)C)C(C)(F)F N-(5-((1r,2s)-2-cyanocyclopropyl)-4-((2-(1,1-difluoroethyl)-6-methylpyrimidin-4-yl)amino)pyridin-2-yl)acetamide